ClCC(=O)NC=1C(=NC(=C(C1)C)OCC1(CC1)C#N)C(=O)C=1C=2C=NNC2C(=CC1)F 2-Chloro-N-(6-((1-cyanocyclopropyl)methoxy)-2-(7-fluoro-1H-indazole-4-carbonyl)-5-methylpyridin-3-yl)acetamide